secamyl-styrene C(C)(CCC)C=CC1=CC=CC=C1